((3aR,6aS)-5-(4,6-dimethylpyrimidin-2-yl)hexahydropyrrolo[3,4-c]pyrrol-2(1H)-yl)(2-(5-methylthiophene-2-yl)indolizin-1-yl)methanone CC1=NC(=NC(=C1)C)N1C[C@@H]2[C@H](C1)CN(C2)C(=O)C=2C(=CN1C=CC=CC21)C=2SC(=CC2)C